astatine hydrogen iodide I.[At]